indium(III) myristate C(CCCCCCCCCCCCC)(=O)[O-].[In+3].C(CCCCCCCCCCCCC)(=O)[O-].C(CCCCCCCCCCCCC)(=O)[O-]